BrC1=CC=C2C(=NC(=NC2=C1F)OC[C@H]1N(C[C@@H](C1)F)C)C1N(C(CNC1)Cl)C(=O)[O-] 7-bromo-6-chloro-8-fluoro-2-((((2S,4R)-4-fluoro-1-methylpyrrolidin-2-yl)methoxy)quinazolin-4-yl)piperazin-1-carboxylate